CC=1CN(C(NN1)=O)N=CC=1C=NC=CC1 6-methyl-4-((pyridin-3-ylmethylene)amino)-4,5-dihydro-1,2,4-triazin-3(2H)-one